O=C1NC2(COC1)CN(CCC2)C(=O)[O-] 2-oxo-4-oxa-1,8-diazaspiro[5.5]undecane-8-carboxylate